1-[2-(5,6-difluoro-1H-indol-3-yl)ethyl]-3-methyl-pyrrolidin-3-ol FC=1C=C2C(=CNC2=CC1F)CCN1CC(CC1)(O)C